CN1N=CC2=CC=C(C=C12)C1=C2CN(C(C2=CC=C1)=O)CC1(OC1)C(=O)N 2-{[4-(1-methyl-1H-indazol-6-yl)-1-oxo-2,3-dihydro-1H-isoindol-2-yl]methyl}oxirane-2-carboxamide